C(C1=CC=CC=C1)N(C(/C(=C/CCCCC)/O)=O)C1=C(C=CC(=C1)C)NC(C1=C(C(=C(C(=C1F)F)F)F)F)=O (Z)-N-(2-(N-benzyl-2-hydroxyoct-enamido)-4-METHYLPHENYL)-2,3,4,5,6-pentafluorobenzamide